1-(1-hydroxybut-3-en-2-yl)-N,N-bis(4-methoxybenzyl)-1H-pyrazole-3-sulfonamide OCC(C=C)N1N=C(C=C1)S(=O)(=O)N(CC1=CC=C(C=C1)OC)CC1=CC=C(C=C1)OC